(2-ethoxy-2-oxo-ethyl)-dimethyl-[3-(prop-2-enamido)propyl]Ammonium bromide [Br-].C(C)OC(C[N+](CCCNC(C=C)=O)(C)C)=O